(S)-N-(1-(4-(tert-butyl)phenyl)ethyl)-1,2-dimethyl-1H-indole-6-carboxamide C(C)(C)(C)C1=CC=C(C=C1)[C@H](C)NC(=O)C1=CC=C2C=C(N(C2=C1)C)C